C(CS)(=O)[O-].C(CS)(=O)[O-].C(CCCCCCC)[Sn+2] octyltin dithioglycolate